piperazine-1-carboxylic acid [(2s,3s,4E,6r,7s,10r)-2-[(E)-1-(3-fluoro-5-morpholin-4-ylphenyl) prop-1-en-2-yl]-10-hydroxy-3,7-dimethyl-12-oxo-1-oxocyclododec-4-en-6-yl] ester FC=1C=C(C=C(C1)N1CCOCC1)\C=C(/C)\[C@H]1C(C(C[C@@H](CC[C@@H]([C@H](/C=C/[C@@H]1C)OC(=O)N1CCNCC1)C)O)=O)=O